CN1N=CC2=CC=C(C=C12)C=1NCC(CC1)C 1-Methyl-6-(5-methyl-1,4,5,6-tetrahydropyridin-2-yl)-1H-indazole